FC(C(=O)OOC(C(C(C(F)(F)F)(F)F)(F)F)=O)(C(C(F)(F)F)(F)F)F perfluorobutyrylperoxide